FC(=C1CCN(CC1)C1=NNC(=N1)N)F 3-(4-(difluoromethylene)piperidin-1-yl)-1H-1,2,4-triazol-5-amine